1,1,1-trimethyl-acetone CC(C(=O)C)(C)C